Benzyl (S)-4-(difluoromethyl)-1,2,3-oxathiazolidine-3-carboxylate 2,2-dioxide FC([C@H]1N(S(OC1)(=O)=O)C(=O)OCC1=CC=CC=C1)F